C(=O)C1CC(N(CC1)C(=O)OC(C)(C)C)CO tert-butyl 4-formyl-2-(hydroxymethyl)piperidine-1-carboxylate